1-(2-acetylhydrazine-1-carbonyl)-3-methyl-N-(3-(1-methyl-1H-pyrazol-3-yl)-4-(trifluoromethyl)phenyl)-6-azabicyclo[3.1.1]heptane-6-carboxamide C(C)(=O)NNC(=O)C12CC(CC(N1C(=O)NC1=CC(=C(C=C1)C(F)(F)F)C1=NN(C=C1)C)C2)C